1-propenyl-4-methylpiperidine bistrifluoromethanesulfonimide salt [N-](S(=O)(=O)C(F)(F)F)S(=O)(=O)C(F)(F)F.C(=CC)N1CCC(CC1)C